CN1C(C2=C(N=CN=C2NC2(CC2)C)C=C1)=O 6-methyl-4-[(1-methylcyclopropyl)amino]pyrido[4,3-d]pyrimidin-5-one